F[P-](F)(F)(F)(F)F.N1(CCCC1)[PH3+] (pyrrolidino)phosphonium hexafluorophosphate